C1(CC1)C1=CC(=NC=2N1N=C(C2)[C@@]2([C@@H](C2)C(=O)N)F)C(=O)N2[C@@H](C1=CC=CC=C1CC2)C trans-2-{7-Cyclopropyl-5-[(1R)-1-methyl-1,2,3,4-tetrahydroisoquinoline-2-carbonyl]pyrazolo[1,5-a]pyrimidin-2-yl}-2-fluorocyclopropane-1-carboxamide